r-chloropropyltrimethoxysilane ClCCC[Si](OC)(OC)OC